4-fluoro-2-(3-oxobutyl)pyrrolidine-1,2-dicarboxylate FC1CC(N(C1)C(=O)[O-])(C(=O)[O-])CCC(C)=O